[I-].C(C)(C)(C)OC(=O)N1CCC(CC1)[Zn+] (1-(tert-butyloxycarbonyl)piperidin-4-yl)zinc(II) iodide